{4-[4-amino-7-(tetrahydro-2H-pyran-4-yl)pyrrolo[2,1-f][1,2,4]triazin-5-yl]phenyl}-2-oxo-1-phenyl-1,2-dihydropyridine-3-carboxamide NC1=NC=NN2C1=C(C=C2C2CCOCC2)C2=CC=C(C=C2)C2=C(C(N(C=C2)C2=CC=CC=C2)=O)C(=O)N